(2S)-2-amino-1-[2-(1,3-benzothiazole-6-sulfonyl)-2H,4H,5H,6H-pyrrolo[3,4-c]pyrazol-5-yl]-2-phenylethan-1-one N[C@H](C(=O)N1CC2=NN(C=C2C1)S(=O)(=O)C1=CC2=C(N=CS2)C=C1)C1=CC=CC=C1